ethyl 5-bromo-1-(2-(trifluoromethyl) phenyl)-1H-pyrazole-4-carboxylate BrC1=C(C=NN1C1=C(C=CC=C1)C(F)(F)F)C(=O)OCC